C(C)(=O)OC\C=C\C1=CC(=C(C=C1)F)F [(E)-3-(3,4-difluorophenyl)allyl] acetate